2-(5'-chloro-1'-ethyl-2'-oxospiro[cyclobutane-1,3'-indolin]-3-yl)isoindole-1,3-dione ClC=1C=C2C3(C(N(C2=CC1)CC)=O)CC(C3)N3C(C1=CC=CC=C1C3=O)=O